N1N=CC=2C(=C3C(=CC12)C=CC=C3)O 1H-benzo[f]indazol-4-ol